3-(2-amino-3-chloropyridine-4-yl)-7-chloropyrido[2,3-d]pyrimidine-2,4(1H,3H)-dione NC1=NC=CC(=C1Cl)N1C(NC2=C(C1=O)C=CC(=N2)Cl)=O